(2-(difluoromethyl)pyridin-4-yl)boric acid FC(C1=NC=CC(=C1)OB(O)O)F